C1(=CC=CCC1)[Ru] (1,3-cyclohexadienyl)ruthenium